COC=1C=C(C=C(C1)C(=O)O)C(=O)O 5-methoxybenzene-1,3-dicarboxylic acid